N-(benzo[d]oxazol-2-yl-(cyclohexyl)methyl)-4-methylaniline O1C(=NC2=C1C=CC=C2)C(NC2=CC=C(C=C2)C)C2CCCCC2